Bis[2-((oxo) diphenylphosphino)phenyl] ether O=P(C1=C(C=CC=C1)OC1=C(C=CC=C1)P(C1=CC=CC=C1)(C1=CC=CC=C1)=O)(C1=CC=CC=C1)C1=CC=CC=C1